2-(tritylthio)propionic acid C(C1=CC=CC=C1)(C1=CC=CC=C1)(C1=CC=CC=C1)SC(C(=O)O)C